6-[1-[[5-[5-(Difluoromethyl)-1,3,4-oxadiazol-2-yl]-4-fluorothiophen-2-yl]methyl]triazol-4-yl]-1,3-benzothiazol-2-amine FC(C1=NN=C(O1)C1=C(C=C(S1)CN1N=NC(=C1)C1=CC2=C(N=C(S2)N)C=C1)F)F